DIPHENYLIODONIUM C1(=CC=CC=C1)[I+]C1=CC=CC=C1